Pyrrole-2-carboxylic acid tert-butyl ester C(C)(C)(C)OC(=O)C=1NC=CC1